COC1=C(C=C2C(=NN=C(C2=C1)N[C@H](C)C=1C(=C(C#N)C=CC1)C)C)C(=O)N1CCOCC1 (R)-3-(1-((7-methoxy-4-methyl-6-(morpholine-4-carbonyl)phthalazin-1-yl)amino)ethyl)-2-methylbenzonitrile